magnesium diacetate C(C)(=O)[O-].C(C)(=O)[O-].[Mg+2]